ClC1=CC=C(C=C1)C1=C(C(=NC=N1)C(=O)OCC)C1=CC=CC=C1 ethyl 6-(4-chlorophenyl)-5-phenylpyrimidine-4-carboxylate